FC(C1=CC=C(S1)C1=CN=C2C(=N1)NN=C2)(F)F 6-[5-(trifluoromethyl)-2-thienyl]pyrazolo[3,4-b]pyrazin